5-bromopyrazin BrC=1N=CC=NC1